tert-butyl N-[6-[3-[6-[(6-fluoro-2-pyridyl)sulfonylamino]-3-[3-(3,3,3-trifluoro-2,2-dimethyl-propoxy)pyrazol-1-yl]pyrazin-2-yl]-2-thienyl]hexyl]carbamate FC1=CC=CC(=N1)S(=O)(=O)NC1=CN=C(C(=N1)C1=C(SC=C1)CCCCCCNC(OC(C)(C)C)=O)N1N=C(C=C1)OCC(C(F)(F)F)(C)C